C1(=CC=CC=C1)C#CC1=CC(=C(C=2N1N=CN2)C(=O)OC(C)(C)C)O Tert-butyl 5-(phenylethynyl)-7-hydroxy-[1,2,4]triazolo[1,5-a]pyridine-8-carboxylate